C(C1=CC=CC=C1)SC1=CC(=C(CN2CCNC=3C=NC=4N=C(C=CC4C32)OC)C(=C1)F)F (4-(benzylthio)-2,6-difluorobenzyl)-8-methoxy-1,2,3,4-tetrahydropyrazino[2,3-c][1,8]naphthyridine